4-bromo-6-methoxyisoindoline-2-carboxylic acid tert-butyl ester C(C)(C)(C)OC(=O)N1CC2=CC(=CC(=C2C1)Br)OC